4-methyl-5-(trifluoromethyl)pyridin CC1=CC=NC=C1C(F)(F)F